[Si](C1=CC=CC=C1)(C1=CC=CC=C1)(C(C)(C)C)O[C@]1(CN(CCOC1)C1=NC(=NC(=N1)O[C@@H](C)[C@H]1NC[C@@H](C1)F)C#N)C 4-((S)-6-((tert-butyldiphenylsilyl)oxy)-6-methyl-1,4-oxazepan-4-yl)-6-((S)-1-((2S,4R)-4-fluoropyrrolidin-2-yl)ethoxy)-1,3,5-triazine-2-carbonitrile